(4-aminophenyl)-trimethylazanium NC1=CC=C(C=C1)[N+](C)(C)C